2-(3-aminopyrazolo-[1,5-a]-pyrimidin-7-ylamino)-ethanol NC=1C=NN2C1N=CC=C2NCCO